1-[3-(1-Hydroxyethyl)-6-[5-[(3R)-3-hydroxypyrrolidin-1-yl]benzimidazol-1-yl]-2-pyridyl]-5-methyl-pyrazole-3-carbonitrile OC(C)C=1C(=NC(=CC1)N1C=NC2=C1C=CC(=C2)N2C[C@@H](CC2)O)N2N=C(C=C2C)C#N